S1C(=NC2=C1C=CC=C2)NC2=C(C(=C(N=N2)NC=2SC=C(N2)C(=O)OCC)C(C)C)C ethyl 2-({6-[(1,3-benzothiazol-2-yl)amino]-5-methyl-4-(propan-2-yl)pyridazin-3-yl}amino)-1,3-thiazole-4-carboxylate